FC=1C=C(C=CC1C1=NC(=CC=C1)OCOC)CC(=O)[O-] 2-(3-fluoro-4-(6-(methoxymethoxy)pyridin-2-yl)phenyl)acetate